N-(2-(cyclopropylethynyl)pyridin-4-yl)-N-(2,2-difluoroethyl)-6-fluoro-1-methyl-[1,2,4]triazolo[4,3-a]quinazolin-5-amine C1(CC1)C#CC1=NC=CC(=C1)N(C1=NC=2N(C3=CC=CC(=C13)F)C(=NN2)C)CC(F)F